1-(5-{[(5-Chlorothiophen-2-yl)methyl]amino}-3-[1-(pyridin-3-ylmethyl)piperidin-4-yl]-1H-pyrazol-1-yl)-2,2-dimethylpropan-1-on ClC1=CC=C(S1)CNC1=CC(=NN1C(C(C)(C)C)=O)C1CCN(CC1)CC=1C=NC=CC1